Cl.C12CN(CC(CC1)N2)C2=C1C(=NC=C2)N(C(=C1)C=1C=NN(C1)C(F)F)S(=O)(=O)C1=CC=C(C)C=C1 4-(3,8-diazabicyclo[3.2.1]oct-3-yl)-2-(1-(difluoromethyl)-1H-pyrazol-4-yl)-1-tosyl-1H-pyrrolo[2,3-b]pyridine hydrochloride